C1=CC=CC=2C1=C1C=C3C=CC4=C(C3=CC1=CC2)C=CC=C4 Dibenz[a,h]anthracene